C(C)(C)(C)OCCN(CCC(C(=O)O)NC(=O)C=1N=COC1C(C)(C)C)CCCCC1=NC=2NCCCC2C=C1 4-[2-tert-butoxyethyl-[4-(5,6,7,8-tetrahydro-1,8-naphthyridin-2-yl)butyl]amino]-2-[(5-tert-butyloxazole-4-carbonyl)amino]butanoic acid